ClC1=CC=C(C(=N1)C(=O)O)NC(C)C=1C=C(C=C2C(C(=C(OC12)C=1C=NC=C(C1)F)C)=O)C(F)(F)F 6-Chloro-3-[1-[2-(5-fluoro-3-pyridyl)-3-methyl-4-oxo-6-(trifluoromethyl)chromen-8-yl]ethylamino]pyridine-2-carboxylic acid